N,1-dimethyl-1H-indole-2-carboxamide CNC(=O)C=1N(C2=CC=CC=C2C1)C